3,3'-bis[(diphenylphosphino)methyl]-2,2'-bipyridine C1(=CC=CC=C1)P(C1=CC=CC=C1)CC=1C(=NC=CC1)C1=NC=CC=C1CP(C1=CC=CC=C1)C1=CC=CC=C1